OC(CCO)C1CCN(CC1)S(=O)(=O)C=1C=CC(=C(C1)C=1NC(C2=C(N1)C(=NN2C)CCC)=O)OCC 5-(5-((4-(1,3-dihydroxypropyl)piperidin-1-yl)sulfonyl)-2-ethoxyphenyl)-1-methyl-3-propyl-1,6-dihydro-7H-pyrazolo[4,3-d]pyrimidin-7-one